C1=CC=CC=2C3=CC=CC=C3C(=CC12)C1=C(C=CC=C1)NC1=CC=2C(C3=CC=CC=C3C2C=C1)(C1=CC=CC=C1)C1=CC=CC=C1 N-(2-(phenanthren-9-yl)phenyl)-9,9-diphenyl-9H-fluoren-2-amine